2-fluoro-6-[(4-hydroxy-3-methylbutyl)amino]-9-(oxepan-2-yl)-9H-purine FC1=NC(=C2N=CN(C2=N1)C1OCCCCC1)NCCC(CO)C